NC1=CC=C(C=C1)SC=1C=2N(C(=NC1)N1CCC3(CCC[C@H]3N)CC1)N=CN2 (R)-8-(8-((4-aminophenyl)thio)-[1,2,4]triazolo[1,5-c]pyrimidin-5-yl)-8-azaspiro[4.5]decan-1-amine